cyclododeca-1,5,9-triene-1-carbaldehyde C1(=CCCC=CCCC=CCC1)C=O